Methyl (3S)-3-{[(R)-tert-butylsulfinyl]amino}-3-(2-chloro-3-nitrophenyl)butanoate C(C)(C)(C)[S@@](=O)N[C@](CC(=O)OC)(C)C1=C(C(=CC=C1)[N+](=O)[O-])Cl